C(=O)C1=CC=C(CSCC2=CC=C(C=C2)C=O)C=C1 4-formylbenzyl sulfide